CC1(CC1)COC(=O)N1[C@H]([C@H](CC1)NS(=O)(=O)C)CC=1C=C(C=CC1)C1=CC=CC=C1.C1=C(C=CC2=CC=CC=C12)CNO N-(naphthalen-2-ylmethyl)hydroxylamine (1-methylcyclopropyl)methyl-cis-2-(biphenyl-3-ylmethyl)-3-((methylsulfonyl)amino)pyrrolidine-1-carboxylate